C(#N)C1(CC1)C=1C=C(C(=NC1)C(=O)NC=1C(=NC=C(C1)C(F)(F)F)NC)SCC 5-(1-cyanocyclopropyl)-3-ethylsulfanyl-N-[2-(methylamino)-5-(trifluoromethyl)-3-pyridyl]pyridine-2-carboxamide